2-(azetidin-3-yl)-5-((2,3-dichlorophenyl)thio)pyrazine-2,6-diamine N1CC(C1)C1(NC(=C(N=C1)SC1=C(C(=CC=C1)Cl)Cl)N)N